[1-[(1-Aminocyclopropyl)methyl]-6-(5-chloro-1H-pyrazol-4-yl)indol-3-yl]-(6-chlorochroman-3-yl)methanone NC1(CC1)CN1C=C(C2=CC=C(C=C12)C=1C=NNC1Cl)C(=O)C1COC2=CC=C(C=C2C1)Cl